CCCC(CCC)NC1=CC=C(C(=O)O)C=C1 4-(N-4-heptylamino)benzoic acid